C(C)(=O)N[C@H](C(=O)N[C@@H](CC1=CC=C(C=C1)NS(O)(=O)=O)C=1SC=C(N1)C(C)(C)C)CC1=CC=CC=C1 4-[(S)-2-((S)-2-acetylamino-3-phenylpropionylamino)-2-(4-tert-butylthiazol-2-yl)ethyl]Phenyl-sulfamic acid